BrC=1C=C(C=CC1O)CC(CNC(C(=O)N)CCC)=NO 3-(3-bromo-4-hydroxyphenyl)-2-hydroxyiminopropylaminopentanamide